ClC=1N=C2C(=C(C(N(C2=CC1)C)=O)C#N)N1CCC(CC1)OC1=CC=C(C=C1)F 6-Chloro-4-(4-(4-fluorophenoxy)piperidin-1-yl)-1-methyl-2-oxo-1,2-dihydro-1,5-naphthyridin-3-carbonitril